2-(4,4-dimethylcyclohexen-1-yl)-6-[2,2,6,6-tetrakis(trideuteriomethyl)-4-piperidyl]pyridin-3-amine CC1(CC=C(CC1)C1=NC(=CC=C1N)C1CC(NC(C1)(C([2H])([2H])[2H])C([2H])([2H])[2H])(C([2H])([2H])[2H])C([2H])([2H])[2H])C